N-((6-benzyloxy-1-chloro-4-hydroxyisoquinolin-3-yl)-carbonyl)-glycine C(C1=CC=CC=C1)OC=1C=C2C(=C(N=C(C2=CC1)Cl)C(=O)NCC(=O)O)O